S-Carvone CC1=CC[C@@H](CC1=O)C(=C)C